C(C)S(=O)(=O)N[C@H]1C[C@H](N(C1)C(=O)OC(C)(C)C)C(=O)OC 1-tert-butyl 2-methyl (2S,4S)-4-[(ethanesulfonyl)amino]pyrrolidine-1,2-dicarboxylate